mercury indium telluride [In]=[Te].[Hg]